4,6-dihydroxy-2-phenylpyrimidine OC1=NC(=NC(=C1)O)C1=CC=CC=C1